2-(2,6-dioxopyrimidin-3-yl)isoindoline-1,3-dione O=C1NC(C=CN1N1C(C2=CC=CC=C2C1=O)=O)=O